C(C)(C)(C)OC([C@H](CCC(=O)O)N1CCNCCN(CCNCC1)CC(=O)OC(C)(C)C)=O (4S)-5-(tert-Butoxy)-4-{7-[2-(tert-butoxy)-2-oxoethyl]-1,4,7,10-tetraazacyclododecan-1-yl}-5-oxopentanoic acid